N-((3S,4S)-3-((7-(2,6-dichloro-3,5-dimethoxyphenyl)-6-methyl-5-oxo-5,6-dihydro-2,6-naphthyridin-3-yl)amino)tetrahydro-2H-pyran-4-yl)acrylamide ClC1=C(C(=C(C=C1OC)OC)Cl)C=1N(C(C=2C=C(N=CC2C1)N[C@@H]1COCC[C@@H]1NC(C=C)=O)=O)C